4-(azidomethyl)-5-(3-(3-(2-(3-bromophenyl)-7,7-dimethylnon-8-yn-2-yl)-1-methyl-1H-1,2,4-triazol-5-yl)-4-fluorophenoxy)-6-fluoro-1H-indole N(=[N+]=[N-])CC1=C2C=CNC2=CC(=C1OC1=CC(=C(C=C1)F)C1=NC(=NN1C)C(C)(CCCCC(C#C)(C)C)C1=CC(=CC=C1)Br)F